S1C(=NC2=C1C=CC=C2)NC(=O)C=2C=CC=C1CCN(CC21)C2=CC=C(C(=N2)C(=O)O)C2=C(C(=CC=C2)OC2=CC=C(C=C2)CC=O)C 6-[8-(1,3-benzothiazol-2-ylcarbamoyl)-3,4-dihydro-1H-isoquinolin-2-yl]-3-[2-methyl-3-[4-(2-oxoethyl)phenoxy]phenyl]pyridine-2-carboxylic acid